OC1=CC=C(C=C1)CC 1-(4-hydroxyphenyl)ethane